S1C(=CC=C1)\C(\C(C)N1N=C(C=C1)C(F)(F)F)=N\NC=O (2E)-2-[1-(2-thienyl)-2-[3-(trifluoromethyl)-1H-pyrazol-1-yl]propylidene]-hydrazinecarboxaldehyde